5-azido-1,2,3-trimethoxybenzene N(=[N+]=[N-])C=1C=C(C(=C(C1)OC)OC)OC